CC=1C(=C2C(C(=NN(C2=CC1)C1=CC=C(C=C1)OC(F)(F)F)C(=O)OCC)=O)S(=O)(=O)C ethyl 6-methyl-5-methylsulfonyl-4-oxo-1-[4-(trifluoromethoxy)phenyl]cinnoline-3-carboxylate